4,4'-diglycidyloxyferrocene C(C1CO1)OC=1C=C[CH-]C1.[CH-]1C=CC(=C1)OCC1CO1.[Fe+2]